C(#N)C(C(=O)NCC1=CC=C(C=C1)OCCN1[C@@H](COCC1)CC)=C1C2=NC=CC=C2C=2C1=NC=CC2 (R)-2-cyano-2-(9H-cyclopenta[1,2-b:4,3-b']dipyridin-9-ylidene)-N-(4-(2-(3-ethyl-morpholino)ethoxy)benzyl)acetamide